C[N+]1=CC=C(C=C1)\C=C\C=1N(C2=CC=CC=C2C1)C1=NC=CC=C1 (E)-1-methyl-4-[2-(1-(pyridin-2-yl)-1H-indol-2-yl)vinyl]pyridin-1-ium